C=C1C(C1)OCC1=CC=CC=C1 1-Methylene-2-benzyloxy-cyclopropane